4-(N-(8'-cyclopropyl-4'H-spiro[cyclopropane-1,5'-naphtho[2,1-d]isoxazol]-3'-yl)sulfamoyl)-3,5-dimethoxy-N-methylbenzamide C1(CC1)C1=CC=C2C3(CC=4C(=NOC4C2=C1)NS(=O)(=O)C1=C(C=C(C(=O)NC)C=C1OC)OC)CC3